C(C)(C)(C)OC(=O)N[C@]1(CN(CCC1)C=1C2=C(N=C(N1)SC)C(=C(N=C2)C=2C=C(C=C1C=CC(=C(C21)CCCC(=O)OCC)F)OCOC)C)C ethyl (R)-4-(8-(4-(3-((tert-butoxycarbonyl)amino)-3-methylpiperidin-1-yl)-8-methyl-2-(methylthio)pyrido[4,3-d]pyrimidin-7-yl)-2-fluoro-6-(methoxymethoxy)naphthalen-1-yl)butanoate